2-(6beta-hydroxy-17-ketoandrostan-3-yl)acetic acid O[C@@H]1C[C@H]2[C@@H]3CCC([C@@]3(C)CC[C@@H]2[C@]2(CCC(CC12)CC(=O)O)C)=O